C(C)(C)C1=CC=C(C=N1)C=1N=C2N(C=CC=C2)C1CN1C2CN(C(C1)CC2)C(=O)C2=NC(=CC=C2)OC racemic-(5-{[2-(6-isopropylpyridin-3-yl)imidazo[1,2-a]pyridin-3-yl]-methyl}-2,5-diazabicyclo[2.2.2]oct-2-yl)(6-methoxypyridin-2-yl)methanone